2-bromo-4-phenylbenzo[h]quinazoline BrC1=NC2=C3C(=CC=C2C(=N1)C1=CC=CC=C1)C=CC=C3